2-Amino-1-(2-amino-3-hydroxy-6-methylphenyl)-5-methyl-1H-pyrrolo[2,3-b]pyridine-3-carbonitrile NC1=C(C=2C(=NC=C(C2)C)N1C1=C(C(=CC=C1C)O)N)C#N